(±)-1-acetyl-N-tert-butyl-2-(6-fluoropyridin-2-yl)-3-methyleneindoline-2-carboxamide C(C)(=O)N1[C@@](C(C2=CC=CC=C12)=C)(C(=O)NC(C)(C)C)C1=NC(=CC=C1)F |r|